NC1=CC=C(C=C1)N1C(CCCC1)=O 1-(4-aminophenyl)-2-piperidone